C(=O)C1=C(NC2=CC(=CC(=C12)OC)OC)C(=O)O 3-FORMYL-4,6-DIMETHOXY-1H-INDOLE-2-CARBOXYLIC ACID